[(2'S,7R)-2-chloro-1'-[(1-isobutylpyrazol-4-yl)methyl]-2'-methyl-spiro[4,5-dihydrothieno[2,3-c]pyran-7,4'-piperidine]-3-yl]methanol ClC1=C(C2=C(S1)[C@@]1(C[C@@H](N(CC1)CC=1C=NN(C1)CC(C)C)C)OCC2)CO